CN1N=NC2=C1C=C(C=C2)C(=O)OC methyl 3-methyl-1,2,3-benzotriazole-5-carboxylate